O=S1(CCN(CC1)CC=1N=NN(C1)CCOCCOCCOCCN1C(CCC1=O)=O)=O 1-(2-(2-(2-(2-(4-((1,1-dioxidothiomorpholino)methyl)-1H-1,2,3-triazol-1-yl)ethoxy)ethoxy)ethoxy)ethyl)pyrrolidine-2,5-dione